C1(=[C-]C=CC=C1)OC anisolide